bis(p-sulfophenyl)phenylphosphine dihydrate potassium salt [K+].O.O.S(=O)(=O)([O-])C1=CC=C(C=C1)P(C1=CC=CC=C1)C1=CC=C(C=C1)S(=O)(=O)[O-].[K+]